(R)-3-[(1s,2s)-1-(6-iodo-1H-benzoimidazol-2-yl)-2-phenyl-propyl]-5-phenyl-imidazoline-2,4-dione IC=1C=CC2=C(NC(=N2)[C@H]([C@@H](C)C2=CC=CC=C2)N2C(N[C@@H](C2=O)C2=CC=CC=C2)=O)C1